methyl 6-[4-(3-hydroxypropyl)phenoxy]-1-methyl-indazole-5-carboxylate OCCCC1=CC=C(OC2=C(C=C3C=NN(C3=C2)C)C(=O)OC)C=C1